tert-butyl N-[(2R)-1-{3-bromo-5-chloro-7-iodofuro[3,2-b]pyridin-2-yl}-3-oxopropan-2-yl]carbamate BrC1=C(OC=2C1=NC(=CC2I)Cl)C[C@H](C=O)NC(OC(C)(C)C)=O